C(C)(C)(C)OC(=O)N(NC(=O)O)C1(CC(CC1)O)C(=O)OC.CN1CCN(CC1)CCC1=CC=C(C=C1)B1OC(C(O1)(C)C)(C)C 4-methyl-1-[4-(4,4,5,5-tetramethyl-1,3,2-dioxaborolan-2-yl)phenethyl]Piperazine tert-butyl-1-(3-hydroxy-1-(methoxycarbonyl)cyclopentyl)hydrazine-1,2-dicarboxylate